tert-butyl 2-((6R)-4-(4-(3-aminobut-1-yn-1-yl)phenyl)-2,3,9-trimethyl-6H-thieno[3,2-f][1,2,4]triazolo[4,3-a][1,4]diazepin-6-yl)acetate NC(C#CC1=CC=C(C=C1)C1=N[C@@H](C=2N(C3=C1C(=C(S3)C)C)C(=NN2)C)CC(=O)OC(C)(C)C)C